BrC1=CC=2N(C=C1)N=C(C2)NC(CCl)=O N-(5-bromopyrazolo[1,5-a]pyridin-2-yl)-2-chloroacetamide